N-[5-(1H-benzimidazol-2-yl)-1-(2-methoxyethyl)pyrazol-3-yl]-6-chloro-pyridine-3-carboxamide N1C(=NC2=C1C=CC=C2)C2=CC(=NN2CCOC)NC(=O)C=2C=NC(=CC2)Cl